(S)-2-((t-butoxycarbonyl)amino)-3-cyclohexylpropionic acid C(C)(C)(C)OC(=O)N[C@H](C(=O)O)CC1CCCCC1